dihydrooxazole methyl-4-({[(1S)-1-cyclobutylethyl]amino}methyl)-7,7-difluoro-5h,6h-cyclopenta[b]pyridine-2-carboxylate COC(=O)C1=CC(=C2C(=N1)C(CC2)(F)F)CN[C@@H](C)C2CCC2.O2CNC=C2